[N+](=O)([O-])C1=C(CNC(=O)OCC)C=CC=C1 ortho-nitrobenzyl-urethane